C(CCC)N1C=[N+](C=C1)C.[Cl-].[NH4+].[Cl-] ammonium chloride, 1-n-butyl-3-methylimidazolium salt